FC1=C(C=CC(=C1)F)[C@]([C@@H](C)N1CCC(CC1)=CC(=O)NN=CC1=C(C=CC=C1)O)(CN1N=CN=C1)O 2-(1-((2R,3R)-3-(2,4-difluorophenyl)-3-hydroxy-4-(1H-1,2,4-triazol-1-yl)-2-butyl)piperidin-4-ylidene)-N'-(2-hydroxyphenylmethylene)acethydrazide